CN(N)C N,N-dimethyl-hydrazine